trans-4-tert-butylcyclohexylmethacrylate C(C)(C)(C)[C@@H]1CC[C@H](CC1)OC(C(=C)C)=O